N-heptadecyl-alpha-heptadecyl-nitrone prop-2-en-1-yl-(2S)-5-amino-2-({[(9H-fluoren-9-yl)methoxy]carbonyl}(methyl)amino)pentanoate hydrochloride Cl.C(C=C)OC([C@H](CCCN)N(C)C(=O)OCC1C2=CC=CC=C2C=2C=CC=CC12)=O.C(CCCCCCCCCCCCCCCC)[N+](=CCCCCCCCCCCCCCCCCC)[O-]